Cetylpalmitat C(CCCCCCCCCCCCCCC)OC(CCCCCCCCCCCCCCC)=O